3-methyl-azetidin-3-ol hydrochloride Cl.CC1(CNC1)O